1-aza-3,7-dioxa-2,8-diheptyl-5-ethyl-bicyclo[3.3.0]octane C(CCCCCC)C1N2C(OCC2(CO1)CC)CCCCCCC